C1(CC1)CN1C(=CC2=CC=CC(=C12)Cl)C=O 1-(cyclopropylmethyl)-7-chloro-1H-indole-2-carbaldehyde